C(C)(C)(C)C=1C=CC(=NC1)C1=NC=C2C=NC(=NN21)SC 5-tert-butyl-2-[2-(methylsulfanyl)imidazo[4,3-f][1,2,4]triazin-7-yl]pyridine